7-(methoxycarbonyl)-5,6,7,8-tetrahydroimidazo[1,2-a]pyridine-2-Formic acid COC(=O)C1CC=2N(CC1)C=C(N2)C(=O)O